CN(C1=NC=2N(C3=CC(=CC=C13)C=1SC=CC1)C=NN2)C2=CC=CC=C2 N-methyl-N-phenyl-8-(thiophen-2-yl)-[1,2,4]triazolo[4,3-a]quinazolin-5-amine